4,4''-bis(3,6-dimethyl-9H-carbazol-9-yl)-6'-(4-(3,6-dimethyl-9H-carbazol-9-yl)phenyl)-5'-(2,6-diphenylpyridin-4-yl)-4'-phenyl-[1,1':2',1''-terphenyl]-3'-carbonitrile CC=1C=CC=2N(C3=CC=C(C=C3C2C1)C)C1=CC=C(C=C1)C1=C(C(=C(C(=C1C1=CC=C(C=C1)N1C2=CC=C(C=C2C=2C=C(C=CC12)C)C)C1=CC(=NC(=C1)C1=CC=CC=C1)C1=CC=CC=C1)C1=CC=CC=C1)C#N)C1=CC=C(C=C1)N1C2=CC=C(C=C2C=2C=C(C=CC12)C)C